Tris-methyl-aminomethane tert-butyl-8-methoxy-4-(8-methyl-2-methylsulfinyl-7-oxo-pyrido[2,3-d]pyrimidin-6-yl)-2,3-dihydroquinoxaline-1-carboxylate C(C)(C)(C)OC(=O)N1CCN(C2=CC=CC(=C12)OC)C1=CC2=C(N=C(N=C2)S(=O)C)N(C1=O)C.CC(N)(C)C